(1R,2R)-METHYL 2-((TERT-BUTYLDIFLUOROSILYL)METHYL)-1-METHYLCYCLOBUTANECARBOXYLATE C(C)(C)(C)[Si](F)(F)C[C@H]1[C@@](CC1)(C(=O)OC)C